3-chloro-N-(1,1-dioxido-2,3-dihydrothiophen-3-yl)-3',4'-dimethyl-[1,1'-biphenyl]-4-carboxamide ClC=1C=C(C=CC1C(=O)NC1CS(C=C1)(=O)=O)C1=CC(=C(C=C1)C)C